[Ba].[Cs] cesium-barium